NC1=NC=C(C(=C1)C1=NNC2=NC(=CN=C21)C2CNCCC2(N)C)C 3-(3-(2-amino-5-methyl-pyridin-4-yl)-1H-pyrazolo[3,4-b]pyrazin-6-yl)-4-methylpiperidin-4-amine